BrC=1C=C2CNC(N(C2=C(C1)C(F)(F)F)C1CC(C1)(C)O)=O 6-bromo-1-((cis)-3-hydroxy-3-methyl-cyclobutyl)-8-(trifluoromethyl)-3,4-dihydroquinazolin-2-one